CC(C)CC(CC(C)C)O[SiH3] ((2,6-dimethylheptan-4-yl)oxy)silane